OC=1C=CC=C2C=CC(=NC12)C=1SCC(N1)O 2-(8-hydroxyquinolin-2-yl)-4,5-dihydrothiazol-4-ol